3-(4-((6-aminohexyl)amino)-1,3-dioxo-2,3-dihydro-1H-inden-2-yl)piperidine-2,6-dione NCCCCCCNC1=C2C(C(C(C2=CC=C1)=O)C1C(NC(CC1)=O)=O)=O